CC1(CNC(C2=CC=C(C=C12)C1=CNC=2N=CN=C(C21)C=2C=NN(C2)C)=O)C 4,4-dimethyl-6-(4-(1-methyl-1H-pyrazol-4-yl)-7H-pyrrolo[2,3-d]pyrimidin-5-yl)-3,4-dihydroisoquinolin-1(2H)-one